FC=1C=C2C(=NC(=NC2=CC1)C)N1CC=2C=C(C=NC2CC1)OC1=C(C=CC=C1)F 6-fluoro-4-[3-(2-fluorophenoxy)-7,8-dihydro-5H-1,6-naphthyridin-6-yl]-2-methyl-quinazoline